N2-(2-methoxy-4-((4-morpholinopiperidin-1-yl)sulfonyl)phenyl)-N4-propyl-7H-pyrrolo[2,3-d]pyrimidine-2,4-diamine COC1=C(C=CC(=C1)S(=O)(=O)N1CCC(CC1)N1CCOCC1)NC=1N=C(C2=C(N1)NC=C2)NCCC